(1r,4r)-5'-Bromo-1',2'-dihydrospiro[cyclohexane-1,3'-pyrrolo[2,3-b]pyridin]-4-ol BrC=1C=C2C(=NC1)NCC21CCC(CC1)O